4-[(4-cyclohexylphenyl)amino]-2-(2-methylmorpholin-4-yl)-6-(propan-2-yl)-5,6-dihydro-7H-pyrrolo[3,4-d]pyrimidin-7-one C1(CCCCC1)C1=CC=C(C=C1)NC=1C2=C(N=C(N1)N1CC(OCC1)C)C(N(C2)C(C)C)=O